2-(hydroxymethyl)-6-[3,4,5-trihydroxy-6-(hydroxymethyl)tetrahydropyran-2-yl]oxy-tetrahydropyran-3,4,5-triol OCC1OC(C(C(C1O)O)O)OC1OC(C(C(C1O)O)O)CO